F[P-](F)(F)(F)(F)F.[Ir+3].C(C)NCCNCC.F[P-](F)(F)(F)(F)F.F[P-](F)(F)(F)(F)F N1,N2-diethylethane-1,2-diamine iridium(III) hexafluorophosphate